ClC1=C(C(=CC=C1Cl)F)C1(CNCC1)NC1=CC=C2C(=NN(C2=C1)CCO)C 2-(6-{[3-(2,3-dichloro-6-fluorophenyl)pyrrolidin-3-yl]amino}-3-methylindazol-1-yl)ethanol